CC(CC=O)CC=CCCCCC 3-methylundec-5-enal